2-(4-(4-amino-1H-imidazol-1-yl)cyclohexyl)ethanol NC=1N=CN(C1)C1CCC(CC1)CCO